4,4'-dibromo-methyl-biphenyl BrC1=CC(=C(C=C1)C1=CC=C(C=C1)Br)C